C(C)N1C(C(N(CC1)C(=O)N[C@@H](C(=O)N[C@@H]1B(OC2=C(C1)C=CC(=C2C(=O)O)F)O)C2=CC=C(C=C2)P(=O)(O)O)=O)=O (R)-3-((R)-2-(4-ethyl-2,3-dioxopiperazine-1-carboxamido)-2-(4-phosphonophenyl)acetamido)-7-fluoro-2-hydroxy-3,4-dihydro-2H-benzo[e][1,2]oxaborinine-8-carboxylic acid